diethyl dithiocarbamate sodium salt CCN(CC)C(=S)[S-].[Na+]